C(C)OC(C(=CCCC1=CC=C(C=C1)OCCOCCOCC)OC(C)=O)=O (2EZ)-2-(Acetyloxy)-5-{4-[2-(2-ethoxyethoxy)ethoxy]phenyl}pent-2-enoic acid ethyl ester